2-(3-methyl-1H-pyrazolo[3,4-c]pyridin-1-yl)pyrimidine-5-carboxylic acid monohydrochloride Cl.CC1=NN(C2=CN=CC=C21)C2=NC=C(C=N2)C(=O)O